3-{(S)-4-[4-((1r,2r)-2-tert-butyl-cyclopropyl)-3-chloro-phenyl]-5-isopropyl-4-methyl-2-oxo-3,4-dihydro-2H-pyrimidin-1-yl}bicyclo[1.1.1]pentane-1-carboxylic acid methyl ester COC(=O)C12CC(C1)(C2)N2C(N[C@@](C(=C2)C(C)C)(C)C2=CC(=C(C=C2)[C@H]2[C@@H](C2)C(C)(C)C)Cl)=O